CC=1C(=C(C(=O)[O-])C=C(C1)C#N)C#CC1=C(C=C(C=C1)C(F)(F)F)Cl methyl-((2-chloro-4-(trifluoromethyl) phenyl) ethynyl)-5-cyanobenzoate